N-[4-[(6,7-Dimethoxy-1,5-naphthyridin-4-yl)oxy]-3-fluorophenyl]-2-ethyl-5-(4-fluoro-2-methylphenyl)-4-hydroxy-6-methylpyridine-3-carboxamide COC=1N=C2C(=CC=NC2=CC1OC)OC1=C(C=C(C=C1)NC(=O)C=1C(=NC(=C(C1O)C1=C(C=C(C=C1)F)C)C)CC)F